tert-butyl (4-bromo-3-fluoro-2-methylbenzyl)carbamate BrC1=C(C(=C(CNC(OC(C)(C)C)=O)C=C1)C)F